C(C=C)OC1=CC=C(C=C1)CC1C(NC(C(N1)=O)CC1=CC=C(C=C1)OCC=C)=O 3,6-Bis[(4-allyloxyphenyl)methyl]piperazine-2,5-dione